CC1(C(C[C@@](C1=O)(C#C[Si](C(C)C)(C(C)C)C(C)C)[C@H](CC(=O)OC(C)(C)C)O)=O)C tert-butyl (S)-3-((R)-2,2-dimethyl-4-((triisopropylsilyl) ethynyl)-1,3-dioxocyclopent-4-yl)-3-hydroxypropionate